BrC1=CC=C2[C@]3(CC=4C(=NOC4C2=C1)NS(=O)(=O)C1=C(C=C(C(=O)OC)C=C1OC)OC)[C@H](C3)C methyl 4-(N-((1R,2S)-8'-bromo-2-methyl-4'H-spiro[cyclopropane-1,5'-naphtho[2,1-d]isoxazol]-3'-yl)sulfamoyl)-3,5-dimethoxybenzoate